4-(4-methyl-5-(4-(2-oxopyrrolidin-1-yl)phenyl)pyridin-3-yl)-1H-pyrrolo[2,3-b]pyridine-2-carboxylic acid methyl ester COC(=O)C1=CC=2C(=NC=CC2C=2C=NC=C(C2C)C2=CC=C(C=C2)N2C(CCC2)=O)N1